C1(=CC=CC=C1)C(C)OC1=CC=C(C=C1)B1OC(C)(C)C(C)(C)O1 (4-(1-Phenylethoxy)phenyl)boronic acid pinacol ester